C(C)(C)(C)N=C(N(C)C)N(C)C 2-tert.-Butyl-1,1,3,3-tetramethylguanidin